C(NC1=CC=CC=C1)(OC(C)C)=O isopropyl carbanilate